8-(4-(methoxy)phenyl)-N-(4-(methylpiperazin-1-yl)phenyl)quinazolin-2-amine COC1=CC=C(C=C1)C=1C=CC=C2C=NC(=NC12)NC1=CC=C(C=C1)N1C(CNCC1)C